(2S,4R)-2-carboxy-4-hydroxy-1-p-nitrobenzyloxycarbonyl-pyrrolidine C(=O)(O)[C@H]1N(C[C@@H](C1)O)C(=O)OCC1=CC=C(C=C1)[N+](=O)[O-]